Bis(2,2-difluoroethyl) ether FC(COCC(F)F)F